C(C1=CC=CC=C1)(=O)SC1CN(C1)C1=CC(=C2C(C(=CN(C2=N1)C=1SC=CN1)C(=O)O)=O)C 7-[3-(benzoylsulfanyl)azetidin-1-yl]-5-methyl-4-oxo-1-(1,3-thiazol-2-yl)-1,4-dihydro-1,8-naphthyridine-3-carboxylic acid